ClCC12CC(C1)(C2)C(=O)N2N=CCC2C2=CC(=CC(=C2)F)F (3-(Chloromethyl)bicyclo[1.1.1]pent-1-yl)(5-(3,5-difluorophenyl)-4,5-dihydro-1H-pyrazol-1-yl)methanone